4-(7-(2-amino-6-fluorophenyl)-6-chloro-3-cyano-1-(4,6-diisopropylpyrimidin-5-yl)-2-oxo-1,2-dihydro-1,8-naphthyridin-4-yl)piperazine-1-carboxylic acid tert-butyl ester C(C)(C)(C)OC(=O)N1CCN(CC1)C1=C(C(N(C2=NC(=C(C=C12)Cl)C1=C(C=CC=C1F)N)C=1C(=NC=NC1C(C)C)C(C)C)=O)C#N